ethylphenyl alaninate hydrochloride Cl.N[C@@H](C)C(=O)OC1=C(C=CC=C1)CC